2-(hydroxymethyl)phenyl-boronic acid OCC1=C(C=CC=C1)B(O)O